1-(4-bromophenyl)cyclobutanol BrC1=CC=C(C=C1)C1(CCC1)O